(3,5-dimethoxyphenyl)oxy-isophthalic acid COC=1C=C(C=C(C1)OC)OC1=C(C(=O)O)C=CC=C1C(=O)O